6-({[(9H-fluoren-9-yl)methoxy]carbonyl}amino)hexanoic acid C1=CC=CC=2C3=CC=CC=C3C(C12)COC(=O)NCCCCCC(=O)O